2-(3-bromo-2-methylphenyl)-6-(difluoromethoxy)benzo[d]Oxazole-5-formaldehyde BrC=1C(=C(C=CC1)C=1OC2=C(N1)C=C(C(=C2)OC(F)F)C=O)C